OC1=C(C(=O)N[C@@H](CC2=CC=CC=C2)C(=O)O)C=CC=C1 (2-hydroxybenzoyl)-L-phenylalanine